IC1=CC=C2C(=NN(C2=C1)C1OCCCC1)\C=C\C1=NC=C(C=C1)CN1CCCC1 6-iodo-3-[(trans)-2-[5-(pyrrolidin-1-ylmethyl)-2-pyridyl]vinyl]-1-tetrahydropyran-2-yl-indazole